2-amino-3-(2-bromo-3,5-difluoropyridin-4-yl)propanoic acid NC(C(=O)O)CC1=C(C(=NC=C1F)Br)F